C(C)(C)C1=C(NC2=CC=C(C=C12)C1CCN(CC1)C(=O)C1CNCC1)C1=CC(=NC=C1)C (4-(3-isopropyl-2-(2-methylpyridin-4-yl)-1H-indol-5-yl)piperidin-1-yl)(pyrrolidin-3-yl)methanone